isopropyl-3,5-dimethoxybenzene C(C)(C)C1=CC(=CC(=C1)OC)OC